4-[[3,3-Difluoro-3-(4-fluorophenyl)-propyl]sulfanyl]-N-[(4-fluorophenyl)-methyl]-thiazole-5-carboxylic acid amide FC(CCSC=1N=CSC1C(=O)NCC1=CC=C(C=C1)F)(C1=CC=C(C=C1)F)F